C(C1=CC=C(C(=O)[O-])C=C1)(=O)OC(CCCCCC)CCC(C)C isopentyl-heptyl terephthalate